benzyl N-{2-[(tert-butoxycarbonyl) (2-isopropoxyethyl)amino]ethyl}carbamate C(C)(C)(C)OC(=O)N(CCNC(OCC1=CC=CC=C1)=O)CCOC(C)C